1-((2R,5S)-4-(1-(3,5-difluorophenyl)-3-(pyridin-4-yl)-1H-pyrrolo[3,2-c]pyridin-4-yl)-2,5-dimethylpiperazin-1-yl)-2-hydroxy-2-methylpropan-1-one FC=1C=C(C=C(C1)F)N1C=C(C=2C(=NC=CC21)N2C[C@H](N(C[C@@H]2C)C(C(C)(C)O)=O)C)C2=CC=NC=C2